N-((5-(5-(difluoromethyl)-1,3,4-oxadiazol-2-yl)pyridin-2-yl)methyl)-N-(2-(oxetan-3-yl)isoindolin-5-yl)methanesulfonamide FC(C1=NN=C(O1)C=1C=CC(=NC1)CN(S(=O)(=O)C)C=1C=C2CN(CC2=CC1)C1COC1)F